C12(CC3CC(CC(C1)C3)C2)CNC(CCCN2CCN(CC2)C2=NC=3N(C=C2)C2=C(N3)C=CC=C2)=O N-(((3R,5R,7R)-adamantan-1-yl)methyl)-4-(4-(benzo[4,5]imidazo[1,2-a]pyrimidin-2-yl)piperazin-1-yl)butyramide